CC1=NOC(=C1C=1C=C(C=CC1OC[C@@H]1NCCCC1)NC(=O)[C@@H]1[C@@H](C1)F)C (1R,2R)-N-(3-(3,5-dimethylisoxazol-4-yl)-4-(((R)-piperidin-2-yl)methoxy)phenyl)-2-fluorocyclopropane-1-carboxamide